N4-(6-(2,6-dimethylmorpholino)-2-methylpyridin-3-yl)adamantane-1,4-diamine CC1OC(CN(C1)C1=CC=C(C(=N1)C)NC1C2CC3(CC(CC1C3)C2)N)C